C(C)(=O)N1CC2NC(C(CC2C1)C(=O)NC1=CC(=C(C=C1)C)C(F)(F)F)C1=CC=C(C=C1)N 6-acetyl-2-(4-aminophenyl)-N-[4-methyl-3-(trifluoromethyl)phenyl]-1,2,3,4,4a,5,7,7a-octahydropyrrolo[3,4-b]pyridine-3-carboxamide